bromoacetamido-Amide BrCC(=O)N[NH-]